C(C=C)(=O)N1C[C@@H](N(CC1)C1=NC(N2C3=C(C(=C(C=C13)OC)C1=C(C=C(C=C1)F)F)SCC2)=O)C 7-((S)-4-acryloyl-2-methylpiperazin-1-yl)-10-(2,4-difluorophenyl)-9-methoxy-2,3-dihydro-5H-[1,4]thiazino[2,3,4-ij]quinazolin-5-one